ClC=1C=C(C=CC1F)C(CO)NC(=O)C1=CN(C=C1)C1=CC(=NC=C1C)NC=1C=NC=CC1 N-(1-(3-chloro-4-fluorophenyl)-2-hydroxyethyl)-1-(5-methyl-2-(pyridin-3-ylamino)pyridin-4-yl)-1H-pyrrole-3-carboxamide